ClC=1C=C(C(=C(C=NC=2C=C(C(=O)O)C=CC2)C1)O)OC(C1=CC=C(C=C1)C)=O 3-(5-chloro-2-hydroxy-3-(4-methylbenzoyl-oxy)benzylideneamino)benzoic acid